[Si](C)(C)(C(C)(C)C)OCCOC=1C=CC=C2C=C(NC12)C1=NC=2C(=CC=3CCN(C(C3C2)=O)C[C@@H](CF)NC(OC(C)(C)C)=O)N1C tert-butyl (S)-(1-(2-(7-(2-((tert-butyldimethylsilyl)oxy)ethoxy)-1H-indol-2-yl)-1-methyl-5-oxo-1,5,7,8-tetrahydro-6H-imidazo[4,5-g]isoquinolin-6-yl)-3-fluoropropan-2-yl)carbamate